2-{[3-(4-fluorophenyl)-5-methyl-1,2-oxazol-4-yl]methoxy}-6-(oxolane-2-carbonyl)-5,6,7,8-tetrahydro-1,6-naphthyridine FC1=CC=C(C=C1)C1=NOC(=C1COC1=NC=2CCN(CC2C=C1)C(=O)C1OCCC1)C